C(C)(=O)OCC=CC(=O)C methyl-4-oxobut-2-en-1-yl acetate